1-methyl-N-[(1-methylpyrrolidin-2-yl)methyl]pyrazol-4-amine trifluoroacetate FC(C(=O)O)(F)F.CN1N=CC(=C1)NCC1N(CCC1)C